N-(4-(pyrrolidin-3-ylamino)pyridin-2-yl)-6-cyanobenzo[d]thiazol-2-amine N1CC(CC1)NC1=CC(=NC=C1)NC=1SC2=C(N1)C=CC(=C2)C#N